tert-butyl ((3-fluoro-1-((S)-1-(4-fluorophenyl)-1,2,3,4-tetrahydroisoquinoline-2-carbonyl)pyrrolidin-3-yl)methyl)carbamate FC1(CN(CC1)C(=O)N1[C@H](C2=CC=CC=C2CC1)C1=CC=C(C=C1)F)CNC(OC(C)(C)C)=O